1,2,4-triaminobenzene tert-Butyl-(endo)-5-(8-bromo-9-(2-cyanoethyl)-7-fluoro-5-(methylthio)-3-oxo-3,4-dihydropyrazino[2,3-c]quinolin-1(2H)-yl)-2-azabicyclo[2.1.1]hexane-2-carboxylate C(C)(C)(C)OC(=O)N1C2C(C(C1)C2)N2CC(NC=1C(=NC=3C(=C(C(=CC3C12)CCC#N)Br)F)SC)=O.NC1=C(C=C(C=C1)N)N